N1=CC=CC2=CC=CC(=C12)N=CCC1=CC=CC(=N1)C(C)=O 6-(8-quinolylimino)ethyl-2-acetylpyridine